FC(C1=NC=2C3CCNC(C2C=C1)C3)(F)F 4-(trifluoromethyl)-3,9-diazatricyclo[6.3.1.02,7]dodeca-2(7),3,5-triene